3-(4-(ethylsulfonamido)phenyl)-1H-pyrazole-4-carboxamide C(C)S(=O)(=O)NC1=CC=C(C=C1)C1=NNC=C1C(=O)N